OC(C=O)=C(CC)C 2-hydroxy-3-methyl-2-penten-1-one